S(=O)(=O)(O)O.C(CCCCCCCCCCC)NC lauryl-methyl-amine sulfate